COC=1C=C(C=C(C1)OC)[C@@H]1CCCC2=C(NN=C2C2=NN(C=C2[N+](=O)[O-])C)C1 (R)-7-(3,5-dimethoxyphenyl)-3-(1-methyl-4-nitro-1H-pyrazol-3-yl)-1,4,5,6,7,8-hexahydrocyclohepta[c]pyrazole